carbostyrile N1C(=O)C=CC2=CC=CC=C12